ClC1=C(C=C(C=C1)C1=CN(C(C=C1)=O)C(C)C)CC(C(=O)NC1=CC=C(C=C1)C1=NN=CN1C)NC(OC1CCC1)=O cyclobutyl N-[1-[[2-chloro-5-(1-isopropyl-6-oxo-3-pyridyl)phenyl]methyl]-2-[4-(4-methyl-1,2,4-triazol-3-yl)anilino]-2-oxo-ethyl]carbamate